1-(5-amino-2-chloropyrimidin-4-yl)-1-butanone NC=1C(=NC(=NC1)Cl)C(CCC)=O